FC=1C(=NC=CC1)CC1=NN2C(=NC(=C(C2=N1)C=1C=CC=2N(C1)C(=CN2)C)N2[C@H](COCC2)C)N (S)-2-((3-fluoropyridin-2-yl)methyl)-8-(3-methylimidazo[1,2-a]pyridin-6-yl)-7-(3-methylmorpholino)-[1,2,4]triazolo[1,5-c]pyrimidin-5-amine